cyanogen trifluoride [F-].[F-].[F-].N#CC#N